COC(=O)C1=NC(=CC(=C1Cl)NC(C)=O)C1=C(C(=C(C=C1)C(F)(F)F)F)F 4-acetylamino-3-chloro-6-(2,3-difluoro-4-(trifluoromethyl)phenyl)-pyridine-2-carboxylic acid methyl ester